NC1=C(C=NC(N1)=O)F 6-amino-5-fluoropyrimidin-2(1H)-one